C1(CC1)\C=N/O Z-cyclopropanealdoxime